BrC=1C=CC(=C(C1)C(CCCCC)O)C1=NN=NN1 1-(5-Bromo-2-(1H-tetrazol-5-yl)phenyl)hexan-1-ol